C(C)(C)C1=NC=CC=C1C=1N=C(N2C1C(NCC2)C)C (2-Isopropylpyridin-3-yl)-3,8-dimethyl-5,6,7,8-tetrahydroimidazo[1,5-a]pyrazine